3-acetoxy-8-ethynyl-7-fluoronaphthalene C(C)(=O)OC=1C=CC2=C(C(=CC=C2C1)F)C#C